N-(4-(aminomethyl)benzyl)-N'-benzylethane-1,2-diamine NCC1=CC=C(CNCCNCC2=CC=CC=C2)C=C1